2-hydroxyethyl (5-(6,7-dimethoxy-3-oxo-1,3-dihydronaphtho[2,3-c]furan-4-yl)pyrimidin-2-yl)-L-prolinate COC1=CC2=C(C3=C(COC3=O)C=C2C=C1OC)C=1C=NC(=NC1)N1[C@@H](CCC1)C(=O)OCCO